FC(C1CCN(CC1)C1=CC=C(C=C1)NC=1C=CC2=C(NC=N2)C1)(F)F N-(4-(4-(trifluoromethyl)piperidin-1-yl)phenyl)-1H-benzo[d]imidazol-6-amine